ClC1=NC(=CC=C1)OCC1=C(C=C(C=C1)C(F)(F)F)F 2-Chloro-6-((2-fluoro-4-(trifluoromethyl)benzyl)oxy)pyridine